[Si](C)(C)(C(C)(C)C)OCC=1C=C(C=CC1)O 3-((tert-butyl(dimethyl)silyl)oxymethyl)phenol